C(CCCCCCCCCCC)[NH-] monolauryl-amide